OC(CC(=O)OCCCCCN(CC(O[Si](C(C)(C)C)(C)C)CCCCCCCCCC)CC(O[Si](C(C)(C)C)(C)C)CCCCCCCCCC)(CC(=O)OCCCCCN(CC(O[Si](C(C)(C)C)(C)C)CCCCCCCCCC)CC(O[Si](C(C)(C)C)(C)C)CCCCCCCCCC)C 1,5-bis({5-[5,9-bis(decyl)-2,2,3,3,11,11,12,12-octamethyl-4,10-dioxa-7-aza-3,11-disilatridecan-7-yl]pentyl}) 3-hydroxy-3-methylpentanedioate